ClC=1C=C(C=CC1C(F)(F)F)NS(=O)(=O)C=1C(=C(NC1C)C)C(=O)N(C)C 4-(N-(3-CHLORO-4-(TRIFLUOROMETHYL)PHENYL)SULFAMOYL)-N,N,2,5-TETRAMETHYL-1H-PYRROLE-3-CARBOXAMIDE